CC1C(N(C2CC1C2)C(=O)C2=NC(=CC=C2N2N=CC=N2)C)CN TRANS-(4-methyl-2-[6-methyl-3-(2H-1,2,3-triazol-2-yl)pyridine-2-carbonyl]-2-azabicyclo[3.1.1]heptan-3-yl)methanamine